ClC1=C(C#N)C=CC(=C1)N1CC2(CC1C)CCN(CC2)C(C2=CN=C(C=C2)SC2CCNCC2)=O 2-Chloro-4-(3-methyl-8-(6-(piperidin-4-ylthio)nicotinoyl)-2,8-diazaspiro[4.5]decan-2-yl)benzonitrile